9-methyl-8-decenyl 8-(2-hydroxyethylamino)octanoate OCCNCCCCCCCC(=O)OCCCCCCCC=C(C)C